N[C@H]1CS(C2=C(N(C1=O)CC1=CC=C(C=C1)Cl)C=C(C(=C2)F)C=2OC(=NN2)C2CCC(CC2)(CO)CCl)(=O)=O (3R)-3-amino-7-[5-[4-(chloromethyl)-4-(hydroxymethyl)cyclohexyl]-1,3,4-oxadiazol-2-yl]-5-[(4-chlorophenyl)methyl]-8-fluoro-1,1-dioxo-2,3-dihydro-1λ6,5-benzothiazepin-4-one